O=C1CC2(CCN(CC2)CC(=O)OCC)OC2=CC=CC=C12 Ethyl 2-(4-oxospiro[chromane-2,4'-piperidin]-1'-yl)acetate